NC1=CC(=C(OC=2C(=C3C4(C(NC3=CC2)=O)CC4)C)C(=C1)Cl)Cl 5'-(4-amino-2,6-dichlorophenoxy)-4'-methylspiro[cyclopropane-1,3'-indolin]-2'-one